C(C)(C)(C)OC(=O)N(N(CC1=CC(=C(C=C1)C=1N(C=C(N1)C(F)(F)F)C)F)C1=NC(=NC=C1N)Cl)C 2-(5-Amino-2-chloropyrimidin-4-yl)-2-(3-fluoro-4-(1-methyl-4-(trifluoromethyl)-1H-imidazole-2-yl)benzyl)-1-methylhydrazine-1-carboxylic acid tert-butyl ester